C(CC(O)(C(=O)O)CC(=O)O)(=O)O.C(CCCCCCC)C(CCCCCCCCCCC)O.C(CCCCCCC)C(CCCCCCCCCCC)O.C(CCCCCCC)C(CCCCCCCCCCC)O tri(octyl-dodecanol) citrate